C(C)[NH+](CCO)CC diethyl-(2-hydroxyethyl)ammonium